OC1=C(C2=C(C=3CCCOC13)C(=C(C(O2)=O)CC(=O)N2CCN(CC2)C)C)C=O 6-hydroxy-1-methyl-2-(2-(4-methylpiperazin-1-yl)-2-oxoethyl)-3-oxo-3,8,9,10-tetrahydropyrano[3,2-f]chromene-5-carbaldehyde